3-(5-(((R)-3-(4-amino-3-(4-phenoxyphenyl)-1H-pyrazolo[3,4-d]pyrimidin-1-yl)piperidin-1-yl)methyl)-1-oxoisoindolin-2-yl)piperidine-2,6-dione NC1=C2C(=NC=N1)N(N=C2C2=CC=C(C=C2)OC2=CC=CC=C2)[C@H]2CN(CCC2)CC=2C=C1CN(C(C1=CC2)=O)C2C(NC(CC2)=O)=O